CC1=C2C3=C(NC2=CC=C1)C(=NC=C3)[C@@H](C)NC(C)=O (R)-N-(1-(5-methyl-9H-pyrido[3,4-b]indol-1-yl)ethyl)acetamide